C(=O)(OCC1C2=CC=CC=C2C2=CC=CC=C12)NCCCNOC N-Fmoc-3-(methoxyamino)propylamine